(N,N-dimethylaminoethyl)amine CN(C)CCN